bromoacetaldehyde n-butyl 2,3-dimethyl-2-cyclopentenyl acetal CC=1C(CCC1C)OC(CBr)OCCCC